BrC=1C=CC(=NC1)CNC(OC(C)(C)C)=O tert-butyl ((5-bromopyridin-2-yl)methyl)carbamate